CC1(OC2=C(C1)C=CC=C2C(=O)[O-])C 2,3-dihydro-2,2-dimethyl-benzofuran-7-yl-carboxylate